NC1=C(C(N(C2=NC(=CC=C12)N1C=NC=C1)C1=CC=C(C=C1)C(C)O)=O)C(=O)OC methyl 4-amino-1-(4-(1-hydroxyethyl)phenyl)-7-(1H-imidazol-1-yl)-2-oxo-1,2-dihydro-1,8-naphthyridine-3-carboxylate